trimethylsilyl 2,2-difluoro-2-fluorosulfonyl-acetate FC(C(=O)O[Si](C)(C)C)(S(=O)(=O)F)F